8-((benzyloxy)methyl)-6-chloroimidazo[1,2-b]pyridazine C(C1=CC=CC=C1)OCC=1C=2N(N=C(C1)Cl)C=CN2